5-phenyl-pyrazolo[4,3-b]pyridin C1(=CC=CC=C1)C1=CC=C2C(=N1)C=NN2